N-propargylhydrazine hydrochloride Cl.C(C#C)NN